N1[C@H](CCCC1)C(=O)OC Methyl (2R)-piperidine-2-carboxylate